C(C1=CC=CC=C1)NC1=NC(=C(C=C1)C1(COCC1)C)CN(C)C N-benzyl-6-((dimethylamino)methyl)-5-(3-methyltetrahydrofuran-3-yl)pyridin-2-amine